ClC=1C=C(C=CC1F)[C@@H]1[C@H](C1)C(=O)NC1=NC=NC(=C1)NCC=1N=C2N(C=C(C=C2)C2CC2)C1 |r| rac-(1S*,2S*)-2-(3-chloro-4-fluorophenyl)-N-(6-(((6-cyclopropyl-imidazo[1,2-a]pyridin-2-yl)methyl)amino)pyrimidin-4-yl)cyclopropane-1-carboxamide